3-((3-((4-(4-((1S,2R)-6-hydroxy-2-phenyl-1,2,3,4-tetrahydronaphthalen-1-yl)phenyl)piperazin-1-yl)methyl)phenyl)amino)piperidine-2,6-dione OC=1C=C2CC[C@H]([C@H](C2=CC1)C1=CC=C(C=C1)N1CCN(CC1)CC=1C=C(C=CC1)NC1C(NC(CC1)=O)=O)C1=CC=CC=C1